spiro[4,5-dihydrothieno[2,3-c]pyran-7,4'-piperidine]-3-carboxylic acid N1CCC2(CC1)OCCC1=C2SC=C1C(=O)O